potassium ((5,6-dihydro-[1,2,4]triazolo[1,5-a]pyrazin-7(8H)-yl)methyl)trifluoroborate N=1C=NN2C1CN(CC2)C[B-](F)(F)F.[K+]